C(C)(C)(C)C1CCC2(OCC(O2)CO)CC1 8-(tert-butyl)-2-(hydroxymethyl)-1,4-dioxaspiro[4.5]decane